Naphthohydrazide C1(=CC=CC2=CC=CC=C12)C(=O)NN